7-{3-[4-(Cyclopropanesulfonyl)phenyl]-1H-pyrazolo[3,4-b]pyridin-5-yl}-3-[(2S)-pyrrolidine-2-carbonyl]-2,3,4,5-tetrahydro-1H-3-benzazepine C1(CC1)S(=O)(=O)C1=CC=C(C=C1)C1=NNC2=NC=C(C=C21)C2=CC1=C(CCN(CC1)C(=O)[C@H]1NCCC1)C=C2